(S)-6-chloro-N-methoxy-4-((2,4,5-trimethyl-4,5-dihydro-[1,2,4]triazolo[1,5-a]quinoxalin-6-yl)amino)pyridazine-3-carboxamide ClC1=CC(=C(N=N1)C(=O)NOC)NC1=C2N([C@H](C=3N(C2=CC=C1)N=C(N3)C)C)C